3,5-dimethyl-1-(methyl-d3)-1H-pyrrole-2-carboxylic acid ethyl ester C(C)OC(=O)C=1N(C(=CC1C)C)C([2H])([2H])[2H]